(N-(2-naphthyl)-N-phenylamino)-triphenylamine C1=C(C=CC2=CC=CC=C12)N(C1=CC=CC=C1)C1=C(C=CC=C1)N(C1=CC=CC=C1)C1=CC=CC=C1